1-(2,3-Dihydrobenzo[1,4]dioxin-2-ylmethyl)-3-p-tolylpiperidine O1C(COC2=C1C=CC=C2)CN2CC(CCC2)C2=CC=C(C=C2)C